2-bromo-3-chloro-4-fluoro-6-hydroxybenzaldehyde BrC1=C(C=O)C(=CC(=C1Cl)F)O